NC=1C(=C(C=CC1)C1=C(C(=CC=C1)NC(C1=NC=C(C(=C1)OC)CNC1=CC(=NC=C1)OC)=O)C)Cl N-(3'-amino-2'-chloro-2-methyl-[1,1'-biphenyl]-3-yl)-4-methoxy-5-(((2-methoxypyridin-4-yl)amino)methyl)picolinamide